COC1=CC(=C2C(=C1)OC3=C(C=C(C(=C3C2=O)O)C4=C5C(=C(C(=C4O)[C@H]6[C@@H]([C@H]([C@@H]([C@H](O6)CO)O)O)O)O)C(=O)C7=CC(=C(C=C7O5)O)O)O)O The molecule is a C-glycosyl compound that is the 2'-C-beta-D-glucopyranosyl derivative of 1,5,8-trihydroxy-3-methoxy-7-(1',3',6',7'-tetrahydroxy-9'-oxo-4'-xanthyl)xanthone; isolated from Swertia punicea. It has a role as a metabolite and a HIV-1 reverse transcriptase inhibitor. It is a member of xanthones, a biaryl, a polyphenol, a C-glycosyl compound and an aromatic ether.